BrC1=CC(=C(C=C1)N1CCOCC1)CN1C[C@H](CC1)OC (S)-4-(4-bromo-2-((3-methoxypyrrolidin-1-yl)methyl)phenyl)morpholine